C(C)(C)(C)C1=CC=C(C(=O)C=2C=C(C=CC2)C(CCC(=O)N)CCCC(=O)N)C=C1 4-(3-(4-(tert-butyl)benzoyl)phenyl)octanediamide